C1(=CC=C(C2=CC=CC=C12)C(=O)Cl)C(=O)Cl naphthalene-1,4-dicarboxylic chloride